C(CCC\C=C/C\C=C/C\C=C/CCCCCCCC)(=O)O eicosa-5z,8z,11z-trienoic acid